2-(5-methyl-2-phenyl-4-oxazolyl)ethanol p-toluenesulfonate CC1=CC=C(C=C1)S(=O)(=O)OCCC=1N=C(OC1C)C1=CC=CC=C1